r-butylglycine C(CCC)NCC(=O)O